C(#N)[C@@H](C[C@@H]1C(NCCC1)=O)NC(=O)[C@@H]1N([C@H]2CC([C@@H]1CC2)(F)F)C(=O)C2(C1=CC=CC=C1C=1C=CC=CC21)O (1R,3R,4R)-N-((R)-1-cyano-2-((R)-2-oxopiperidin-3-yl)ethyl)-5,5-difluoro-2-(9-hydroxy-9H-fluorene-9-carbonyl)-2-azabicyclo[2.2.2]octane-3-carboxamide